ClC=1C=CC(=C(C1)B(O)O)C(=O)OC (5-chloro-2-(methoxycarbonyl)phenyl)boronic acid